6-bromobenzo[h]quinoline BrC=1C=C2C=CC=NC2=C2C1C=CC=C2